FC=1C=C(C=C(C1)F)[C@@H]1CC=NN1C(=O)N1CCN(CC1)C1=NC=C(C(=N1)C(=O)N1CC(C1)=CC#N)F (S)-2-(1-(2-(4-(5-(3,5-difluorophenyl)-4,5-dihydro-1H-pyrazole-1-carbonyl)piperazin-1-yl)-5-fluoropyrimidine-4-carbonyl)azetidin-3-ylidene)acetonitrile